C(C)(C)(C)OC(N[C@@H](CC=C)C1=CC(=NC=C1)Br)=O N-[(1S)-1-(2-bromopyridin-4-yl)but-3-en-1-yl]carbamic acid tert-butyl ester